MethyleneBisBenzotriazolyl-Tetramethylbutylphenol C=C(C(C1=C(C(=C(C(=C1C)C)C)C)O)(C1=CC=CC=2NN=NC21)C2=CC=CC=1NN=NC12)CC